octadien-1-ol acetate C(C)(=O)OC=CC=CCCCC